2-hydroxy-1-(4-(4-(1-hydroxycyclohexanecarbonyl)phenoxy)phenyl)-2-methyl-1-propanone OC(C(=O)C1=CC=C(C=C1)OC1=CC=C(C=C1)C(=O)C1(CCCCC1)O)(C)C